COC(C(C)NC(C1=C(C=C(C=C1Cl)Cl)Cl)=O)=O 2-(2,4,6-trichlorobenzoylamino)propionic acid methyl ester